[Li].C1(=CC=C(C=C1)C)C(C)C cymene lithium